((1r,4r)-4-(((5-fluoropyridin-2-yl)methyl)(methyl)amino)cyclohexyl)(3,3,5-trimethyl-2,3-dihydro-1H-pyrrolo[3,2-b]pyridin-1-yl)methanone FC=1C=CC(=NC1)CN(C1CCC(CC1)C(=O)N1CC(C2=NC(=CC=C21)C)(C)C)C